ClC=1C=C(C(=O)O)C=C(C1)NS(=O)(=O)C1=CC=C(C=C1)C 3-chloro-5-((4-methylphenyl)sulfonylamino)benzoic acid